BrC1=C(C=CC=C1)C1=NN2C(=NC=3C=CC=CC3C2=N1)N[C@@H]1C(NCCCC1)=O (3S)-3-{[2-(2-bromophenyl)[1,2,4]triazolo[1,5-c]quinazolin-5-yl]amino}azepan-2-one